Cl.NC1=CSC2=C1C(N(C=C2)C)=O 3-Amino-5-methylthieno[3,2-c]pyridin-4(5H)-one hydrochloride